8-fluoro-2-(2-fluorophenyl)quinoline-7-carbonyl chloride FC=1C(=CC=C2C=CC(=NC12)C1=C(C=CC=C1)F)C(=O)Cl